C(C)(C)(C)O.[Na] sodium tertbutanol